CC1SC2=C(N1CC1=CC=CC=C1)C=CC=C2 2-methyl-3-(benzyl)benzothiazole